N1(CCCCC1)C1=C(C=CC=2N1N=CC2)C(=O)O 7-(piperidin-1-yl)pyrazolo[1,5-a]pyridine-6-carboxylic acid